3-(6-oxo-1,6-dihydropyridazin-4-yl)-7-[(1S)-1-[(2r,4r)-2-(aminomethyl)-6-oxo-5-oxa-7-azaspiro[3.4]oct-7-yl]ethyl]-1H-indole-2-carboxylic acid O=C1C=C(C=NN1)C1=C(NC2=C(C=CC=C12)[C@H](C)N1C(OC2(CC(C2)CN)C1)=O)C(=O)O